vinyltrioctyloxysilane C(=C)[Si](OCCCCCCCC)(OCCCCCCCC)OCCCCCCCC